C(C)OCC1=CC=C(O1)C(=O)OCC ethyl 5-(ethoxymethyl)furan-2-carboxylate